FC1=CC=C(C=C1)NCC1=CC=C(C=C1)C1=C2N=CNC2=NC(=N1)NC(=O)C1CC1 N-(6-(4-(((4-fluorophenyl)amino)methyl)phenyl)-9H-purin-2-yl)cyclopropylcarboxamide